methyl 6-amino-3-(1-(cyclohexylmethyl)-5-methyl-1H-pyrazol-4-yl)picolinate NC1=CC=C(C(=N1)C(=O)OC)C=1C=NN(C1C)CC1CCCCC1